(R)-N-methyl-3-phenyl-3-(o-tolyloxy)-propylamine CNCC[C@@H](OC1=C(C=CC=C1)C)C1=CC=CC=C1